1-(4-ethylcyclohexyl)ethane-1-one C(C)C1CCC(CC1)C(C)=O